4-((8-(1H-benzo[d]imidazol-6-yl)-2,3-dihydro-4H-pyrido[4,3-b][1,4]thiazin-4-yl)Sulfonyl)benzonitrile N1C=NC2=C1C=C(C=C2)C2=CN=CC1=C2SCCN1S(=O)(=O)C1=CC=C(C#N)C=C1